C(C1=CC=CC=C1)(=O)OCC1(C2C=CC1C=C2)COC(C2=CC=CC=C2)=O 7,7-dibenzoyloxymethyl-2,5-norbornadiene